2-(2-fluoro-6-formyl-4-(3-(4-(pyrrolidin-1-yl)phenyl)-1,2,4-thiadiazol-5-yl)phenoxy)-1-methylpyridinium iodide [I-].FC1=C(OC2=[N+](C=CC=C2)C)C(=CC(=C1)C1=NC(=NS1)C1=CC=C(C=C1)N1CCCC1)C=O